6-endo-hydroxymethylbicyclo[2.2.1]heptane OCC1CC2CCC1C2